6-Chloro-N-(2-methoxyethyl)-2-(2-methylbenzamido)benzamide ClC1=CC=CC(=C1C(=O)NCCOC)NC(C1=C(C=CC=C1)C)=O